(R)-1-(8-fluoroisochroman-1-yl)-N-methyl-methylamine glutarate C(CCCC(=O)O)(=O)O.FC=1C=CC=C2CCO[C@H](C12)CNC